N-(oxetan-3-yl)isoindolin-4-amine O1CC(C1)NC=1C=2CNCC2C=CC1